(2R)-2-methyl-N-[2-(1-{[2-(trifluoromethoxy)phenyl]methyl}piperidin-4-yl)ethyl]-4-(3,4,5-trifluorophenyl)piperazine-1-carboxamide C[C@H]1N(CCN(C1)C1=CC(=C(C(=C1)F)F)F)C(=O)NCCC1CCN(CC1)CC1=C(C=CC=C1)OC(F)(F)F